ClC=1SC=2C(N1)=C(C=C1C2OC[C@@H](O1)CO)C=O (S)-2-chloro-7-(hydroxymethyl)-7,8-dihydro-[1,4]dioxino[2',3':3,4]benzo[1,2-d]thiazole-4-carbaldehyde